ClC=1C(=C(OC=2C=C(C=NC2)CC2=C(C(=NC=C2)NS(NC)(=O)=O)F)C=CC1)F 4-[[5-(3-Chloro-2-fluoro-phenoxy)-3-pyridinyl]methyl]-3-fluoro-N-(methylsulfamoyl)pyridin-2-amine